2-(2-fluoro-6-(oxetan-3-yloxy)phenyl)-4,4,5,5-tetramethyl-1,3,2-dioxaborolane FC1=C(C(=CC=C1)OC1COC1)B1OC(C(O1)(C)C)(C)C